N-[(2-Amino-3-pyridyl)sulfonyl]-6-(1,3,5-trimethylpyrazol-4-yl)-2-[(4S)-2,2,4-trimethylpyrrolidin-1-yl]pyridin-3-carboxamid NC1=NC=CC=C1S(=O)(=O)NC(=O)C=1C(=NC(=CC1)C=1C(=NN(C1C)C)C)N1C(C[C@@H](C1)C)(C)C